6-dimethylaminohexyltrimethylammonium iodide [I-].CN(CCCCCC[N+](C)(C)C)C